BrCC1=CC(=C(C=C1)Cl)C 4-(bromomethyl)-1-chloro-2-methylbenzene